3-(3-fluoro-5-(3-(piperidine-1-carbonyl)pyrazolo[1,5-a]pyridin-7-yl)phenyl)-1,2,4-oxadiazol-5(4H)-one FC=1C=C(C=C(C1)C1=CC=CC=2N1N=CC2C(=O)N2CCCCC2)C2=NOC(N2)=O